CC1=C(N2C=CC=C2C=C1C(=O)O)C(C)OCC1=NC=CC=C1 6-methyl-5-(1-(pyridin-2-ylmethoxy)ethyl)indolizine-7-carboxylic acid